OC=1C(=NC=CC1OC)C(=O)N[C@@H](C)C(=O)O[C@@H](C)[C@@H](C(C)C)C1=C(C=C(C=C1)C)C (2S,3S)-3-(2,4-dimethylphenyl)-4-methylpentan-2-yl N-[(3-hydroxy-4-methoxypyridin-2-yl)carbonyl]-L-alaninate